3-(1'-benzyl-3'-fluoro-6-oxo-6,8-dihydro-2h,7h-spiro[furo[2,3-e]isoindol-3,4'-piperidin]-7-yl)piperidine-2,6-dione C(C1=CC=CC=C1)N1CC(C2(CC1)COC1=C3CN(C(C3=CC=C12)=O)C1C(NC(CC1)=O)=O)F